ClC=1C=C(C(=O)NCC2C(CN(CC2([2H])[2H])CC(=O)O[Li])([2H])[2H])C=C(C1)F [2-[4-[[(3-chloro-5-fluoro-benzoyl)amino]methyl]-3,3,5,5-tetradeuterio-1-piperidyl]acetyl]oxylithium